aminoethoxyethanol C(COCCO)N